R-hydroxyglutamate ON[C@H](CCC(=O)[O-])C(=O)[O-]